N-{4-[(7RS)-3-Anilino-5,7-dimethyl-4-oxo-4,5,6,7-tetrahydro-1H-pyrrolo[3,2-c]pyridin-2-yl]pyridin-2-yl}-2-(4-fluorophenyl)propenamid N(C1=CC=CC=C1)C1=C(NC2=C1C(N(C[C@H]2C)C)=O)C2=CC(=NC=C2)NC(C(=C)C2=CC=C(C=C2)F)=O |r|